The molecule is a phosphatidylserine 36:2 that is the conjugate base of 1,2-dioleoyl-sn-glycero-3-phospho-L-serine, in which the carboxy and phosphate groups are anionic and the amino group is cationic. It is a conjugate base of a 1,2-dioleoyl-sn-glycero-3-phospho-L-serine. CCCCCCCC/C=C\\CCCCCCCC(=O)OC[C@H](COP(=O)([O-])OC[C@@H](C(=O)[O-])[NH3+])OC(=O)CCCCCCC/C=C\\CCCCCCCC